2-(1-phenyl-1H-pyrazol-4-yl)-N-(propan-2-yl)-N-(pyrrolidin-3-yl)-1,3-thiazole-4-carboxamide C1(=CC=CC=C1)N1N=CC(=C1)C=1SC=C(N1)C(=O)N(C1CNCC1)C(C)C